C(C=CC)C1N2C(=NC=3C=C(C=C(OC1)C32)C(=O)O)NC(=O)C3=CC(=NN3CC)C 3-(but-2-en-1-yl)-2-(1-ethyl-3-methyl-1H-pyrazole-5-carboxamido)-3,4-dihydro-5-oxa-1,2a-diazaacenaphthylene-7-carboxylic acid